C(C)(C)(C)OC(=O)N1CC2CN(CC2C1)C1=NC=C(C=C1F)NC1=NC=C(C(=N1)NC=1C=CC2=C(NC(O2)=O)C1)C 5-{3-Fluoro-5-[5-methyl-4-(2-oxo-2,3-dihydro-benzooxazol-5-ylamino)-pyrimidin-2-ylamino]-pyridin-2-yl}-hexahydro-pyrrolo[3,4-c]pyrrole-2-carboxylic acid tert-butyl ester